1-(3-(benzylamino)-2-(naphthalen-2-yl)imidazo[1,2-a]pyridin-5-yl)naphthalen-2-ol C(C1=CC=CC=C1)NC1=C(N=C2N1C(=CC=C2)C2=C(C=CC1=CC=CC=C21)O)C2=CC1=CC=CC=C1C=C2